methyl 2-[1-(cyclopropylmethyl)-6-vinyl-pyrrolo[2,3-b]pyridin-2-yl]-5-methoxy-3-methyl-imidazo[1,2-a]pyridine-7-carboxylate C1(CC1)CN1C(=CC=2C1=NC(=CC2)C=C)C=2N=C1N(C(=CC(=C1)C(=O)OC)OC)C2C